(S)-2-(2-(1-methylcyclopropyl)acetamido)-4-((2-phenoxyethyl)(4-(5,6,7,8-tetrahydro-1,8-naphthyridin-2-yl)butyl)amino)butanoic acid CC1(CC1)CC(=O)N[C@H](C(=O)O)CCN(CCCCC1=NC=2NCCCC2C=C1)CCOC1=CC=CC=C1